C(C1=CC=CC=C1)OC1=CC=C2C(=C(C=NC2=C1)C(=O)C=1SC=CC1)Cl (7-(benzyloxy)-4-chloroquinolin-3-yl)(thiophen-2-yl)methanone